tert-butyl (R)-3-((3-(cyclopropylmethyl)-1-((2-(trimethylsilyl)ethoxy)methyl)-1H-pyrrolo[2,3-b]pyridin-4-yl)amino)piperidine-1-carboxylate C1(CC1)CC1=CN(C2=NC=CC(=C21)N[C@H]2CN(CCC2)C(=O)OC(C)(C)C)COCC[Si](C)(C)C